C(C=C)OC1=CC=C(C[C@H](N)C(=O)O)C=C1 O-Allyl-L-tyrosine